5-(1-cyclobutyl-1H-benzo[d]imidazol-2-yl)-3-(trifluoromethoxy)benzene-1,2-diol C1(CCC1)N1C(=NC2=C1C=CC=C2)C2=CC(=C(C(=C2)O)O)OC(F)(F)F